1-(5-chloro-2-(difluoromethoxy)phenyl)-6-(pyrazolo[1,5-a]pyrimidin-3-yl)-1H-pyrazolo[4,3-b]pyridine-3-carboxylic acid methyl ester COC(=O)C1=NN(C=2C1=NC=C(C2)C=2C=NN1C2N=CC=C1)C1=C(C=CC(=C1)Cl)OC(F)F